3-(2-acetoxy-4,6-dimethyl-phenyl)-3-methyl-butanoic acid C(C)(=O)OC1=C(C(=CC(=C1)C)C)C(CC(=O)O)(C)C